5-methyl-2-(1-((1-methylpiperidin-3-yl)amino)pyrido[3,4-d]pyridazin-4-yl)phenol CC=1C=CC(=C(C1)O)C=1N=NC(=C2C1C=NC=C2)NC2CN(CCC2)C